The molecule is a diterpene lactone isolated from the whole plants of Ajuga ciliata. It has a role as a plant metabolite. It is a diterpene lactone, a carbobicyclic compound, a butenolide, an acetate ester, an organochlorine compound and a tertiary alcohol. CC[C@H](C)C(=O)O[C@@H]1CC[C@@]([C@]2([C@H]1[C@@]([C@@H](C[C@@H]2OC(=O)C)C)(C)C[C@@H](C3=CC(=O)OC3)OC(=O)[C@@H](C)CC)COC(=O)C)(CCl)O